FC1=C(C(=C(C=C1)[C@H]1[C@@H](O[C@](C1)(C(F)(F)F)C)C(=O)NC1=CC(=NC=C1)C(=O)N)OC)C |r| rac-4-((2r,3s,5r)-3-(4-fluoro-2-methoxy-3-methylphenyl)-5-methyl-5-(trifluoromethyl)tetrahydrofuran-2-carboxamido)pyridineamide